3,5-dibromo-2-methoxythiophene BrC1=C(SC(=C1)Br)OC